FC1=C(C=CC(=C1)C=1N(C=C(N1)C(F)(F)F)C)CN (2-fluoro-4-(1-methyl-4-(trifluoromethyl)-1H-imidazol-2-yl)phenyl)methylamine